9,10-dimethyl-octacosanoic acid CC(CCCCCCCC(=O)O)C(CCCCCCCCCCCCCCCCCC)C